4-bromo-1-chloro-9-phenyl-9H-carbazole BrC1=CC=C(C=2N(C3=CC=CC=C3C12)C1=CC=CC=C1)Cl